azodiisobutanamide hydrochloride Cl.N(=NC(C(=O)N)(C)C)C(C(=O)N)(C)C